(2R,5S)-3-(3-Chloro-4-nitrophenyl)-N-(6-cyanopyridin-3-yl)-2-(trifluoromethyl)oxazolidin-5-carboxamid ClC=1C=C(C=CC1[N+](=O)[O-])N1[C@H](O[C@@H](C1)C(=O)NC=1C=NC(=CC1)C#N)C(F)(F)F